2-(7-bromo-6-fluoro-1,3,4,5-tetrahydro-2H-pyrido[4,3-b]indol-2-yl)-2-oxoethyl acetate C(C)(=O)OCC(=O)N1CC2=C(NC=3C(=C(C=CC23)Br)F)CC1